ClC1=C(C=CC=C1F)C=1C(N(C(N(C1)CC(=O)O)=O)CC)=O [5-(2-Chloro-3-fluoro-phenyl)-3-ethyl-2,4-dioxo-3,4-dihydro-2H-pyrimidin-1-yl]-acetic acid